1-[1-[9-[(4-methoxyphenyl)methyl]-2-(6-methylpyridin-2-yl)-9H-purin-6-yl]-1H-pyrrolo[3,2-c]pyridin-4-yl]pyrrolidine-2,5-dione COC1=CC=C(C=C1)CN1C2=NC(=NC(=C2N=C1)N1C=CC=2C(=NC=CC21)N2C(CCC2=O)=O)C2=NC(=CC=C2)C